2,2,2-trifluoro-N-(4-[[3-isopropyl-1-(4-methyl-benzenesulfonyl)indol-5-yl]methyl]-3,5-dimethylphenyl)acetamide FC(C(=O)NC1=CC(=C(C(=C1)C)CC=1C=C2C(=CN(C2=CC1)S(=O)(=O)C1=CC=C(C=C1)C)C(C)C)C)(F)F